BrC1=C(C(=C(C(=C1)Br)CBr)F)CBr 1,5-Dibromo-2,4-bis(bromomethyl)-3-fluorobenzene